[Cl-].C(C(=C)C)(=O)OCC[N+](C)(C)C [2-(methacryloyloxy)-ethyl]-trimethyl-ammonium chloride